DOPA sodium salt [Na].O=C(O)[C@@H](N)CC1=CC=C(O)C(O)=C1